CC(C)(S(=O)(=O)OCCOS(=O)(=O)C(C)(C(F)(F)F)C)C(F)(F)F ethylene glycol bis(1-methyl-1-trifluoromethylethanesulfonate)